2-({[4-(Dimethylamino)butanoyl]oxy}methyl)-3-[(3-pentyloctanoyl)oxy]-2-{[(3-pentyloctanoyl)oxy]methyl}propyl nonyl hexanedioate C(CCCCC(=O)OCCCCCCCCC)(=O)OCC(COC(CC(CCCCC)CCCCC)=O)(COC(CC(CCCCC)CCCCC)=O)COC(CCCN(C)C)=O